NC=1C2=C(N=CN1)N(C(=C2C2=CC=C(C=C2)OC2=NC(=CC=C2)C)C2CN(CC2)C(C=C)=O)C 1-(3-(4-amino-7-methyl-5-(4-(6-methylpyridin-2-yloxy)phenyl)-7H-pyrrolo[2,3-d]pyrimidin-6-yl)pyrrolidin-1-yl)prop-2-en-1-one